3-amino-1-[(1s,2r)-2-fluorocyclopropyl]pyridin-2-one NC=1C(N(C=CC1)[C@@H]1[C@@H](C1)F)=O